3-(3-fluoro-4-(4-cyclohexylpiperazin-1-yl)phenyl)-1H-1,2,4-triazole-3,5-diamine FC=1C=C(C=CC1N1CCN(CC1)C1CCCCC1)C1(NNC(=N1)N)N